CS(=O)(=O)O[C@@H](CO[Si](C)(C)C(C)(C)C)C1=CC(=C(C=C1)Cl)F (R)-2-((tert-butyldimethylsilyl)oxy)-1-(4-chloro-3-fluorophenyl)ethyl methanesulfonate